N-((1R,5S,6s)-3-(5-(3-cyano-6-(1-methyl-1H-pyrazol-4-yl)pyrazolo[1,5-a]pyridin-4-yl)pyridin-2-yl)-3-azabicyclo[3.1.0]hexane-6-yl)-3-(trifluoromethyl)picolinamide C(#N)C=1C=NN2C1C(=CC(=C2)C=2C=NN(C2)C)C=2C=CC(=NC2)N2C[C@@H]1C([C@@H]1C2)NC(C2=NC=CC=C2C(F)(F)F)=O